OCC=1C=C(C(=C)C)C=CC1 3-hydroxymethyl-α-methylstyrene